2-(2H-benzotriazol-2-yl)-4,6-di-tert-pentyl-phenol N=1N(N=C2C1C=CC=C2)C2=C(C(=CC(=C2)C(C)(C)CC)C(C)(C)CC)O